FC(C1=CC=C(C=C1)C1=CC=C(C(=O)O)C=C1)(F)F 4-[4-(trifluoromethyl)phenyl]benzoic acid